ON1N=NC2=C1C=CC=C2.[Cl] chlorine compound with N-hydroxybenzotriazole